tert-butyl (2R,5S)-4-(7'-(4-cyanopyridin-2-yl)-2-fluoro-6',7'-dihydrospiro[cyclopropane-1,5'-pyrrolo[2,3-d]pyrimidin]-4'-yl)-2,5-dimethylpiperazine-1-carboxylate C(#N)C1=CC(=NC=C1)N1CC2(C3=C1N=CN=C3N3C[C@H](N(C[C@@H]3C)C(=O)OC(C)(C)C)C)C(C2)F